1-({7-[(4-bromo-2-fluorophenyl)amino]cinnolin-6-yl}carbonyl)-3-[(1S)-1-(dimethylamino)ethyl]azetidin-3-ol BrC1=CC(=C(C=C1)NC1=C(C=C2C=CN=NC2=C1)C(=O)N1CC(C1)(O)[C@H](C)N(C)C)F